1-(5-{[(5-Chlorothiophen-2-yl)methyl]amino}-3-[1-(cyclopropylmethyl)piperidin-4-yl]-1H-pyrazol-1-yl)-3-hydroxy-2,2-dimethylpropan-1-on ClC1=CC=C(S1)CNC1=CC(=NN1C(C(CO)(C)C)=O)C1CCN(CC1)CC1CC1